3-(4-fluoro-2',6'-dimethyl-5-(trifluoromethyl)-[1,1'-biphenyl]-3-yl)propionic acid FC1=C(C=C(C=C1C(F)(F)F)C1=C(C=CC=C1C)C)CCC(=O)O